C(C1=CC=CC=C1)OC(=O)NCCC(=O)NC=1N=CC2=C(C(=C(C=C2C1)C=1C(=C(C=NC1)N(C(OC(C)(C)C)=O)C(=O)OC(C)(C)C)C)F)Cl tert-butyl (5-(3-(3-(((benzyloxy)carbonyl)amino)propanamido)-8-chloro-7-fluoroisoquinolin-6-yl)-4-methylpyridin-3-yl)(tert-butoxycarbonyl)carbamate